[Al].[Ti] titanium aluminium